CN(C(=O)N1CCC(CC1)(C(=O)O)CC(N(C1=CC=CC=C1)C1=CC=CC=C1)=O)C1=CC=CC=C1 1-[methyl(phenyl)carbamoyl]-4-[2-oxo-2-(N-phenylanilino)ethyl]piperidine-4-carboxylic acid